ClC=1C(=CC2=C(NC(NS2(=O)=O)CC)C1)S(=O)(=O)N 6-chloro-3-ethyl-3,4-dihydro-2h-benzo[e][1,2,4]thiadiazine-7-sulfonamide-1,1-dioxide